2-[(2S)-4-[9-cyclopropyl-2-[[(2S)-1-methylpyrrolidin-2-yl]methoxy]-5,6-dihydrobenzo[h]quinazolin-4-yl]-1-prop-2-enoyl-piperazin-2-yl]acetonitrile C1(CC1)C1=CC2=C(CCC=3C(=NC(=NC23)OC[C@H]2N(CCC2)C)N2C[C@@H](N(CC2)C(C=C)=O)CC#N)C=C1